1-((3S,4S)-4-methoxytetrahydrofuran-3-yl)piperazine CO[C@H]1[C@H](COC1)N1CCNCC1